(+)-(2,7-di-tert-butyl-9,9-dimethyl-9H-xanthene-4,5-diyl)bis((2-isopropylphenyl)(phenyl)phosphine) C(C)(C)(C)C1=CC=2C(C3=CC(=CC(=C3OC2C(=C1)P(C1=CC=CC=C1)C1=C(C=CC=C1)C(C)C)P(C1=CC=CC=C1)C1=C(C=CC=C1)C(C)C)C(C)(C)C)(C)C